C1(CCCCC1)N1N=C(C2=C(C=CC=C12)C=1C=C2C=CC=C(C2=CC1)C(=O)NC1=CC(=CC(=C1)Cl)Cl)NCC 6-(1-cyclohexyl-3-(ethylamino)-1H-indazol-4-yl)-N-(3,5-dichlorophenyl)-1-naphthamide